(-)-(3R,4S)-tert-Butyl 3-(Hydroxymethyl)-4-(4-methoxyphenyl)-pyrrolidine-1-carboxylate OC[C@H]1CN(C[C@@H]1C1=CC=C(C=C1)OC)C(=O)OC(C)(C)C